C(#N)C=1C=C2C=CC=NC2=C(C1)NC(=O)C1=NC=C(N=C1)NC(C)CCCN(CC)CC N-(6-cyanoquinolin-8-yl)-5-((5-(diethylamino)pentan-2-yl)amino)pyrazine-2-carboxamide